2,6-dichlorobenzonitrile ClC1=C(C#N)C(=CC=C1)Cl